ethyleneglycol bis(β-mercaptopropionate) SCCC(=O)OCCOC(CCS)=O